2-benzyl-2-azaspiro[3.3]heptan-6-yl (2R,5S)-4-(5-fluoro-1,3-benzothiazol-2-yl)-2,5-dimethylpiperazine-1-carboxylate FC=1C=CC2=C(N=C(S2)N2C[C@H](N(C[C@@H]2C)C(=O)OC2CC3(CN(C3)CC3=CC=CC=C3)C2)C)C1